2,2-difluoro-N-[rac-(2R,3S)-2-(4-fluorophenyl)-1-[1-[(4-fluorophenyl)methyl]indazol-5-yl]-5-oxo-pyrrolidin-3-yl]propanamide FC(C(=O)N[C@@H]1[C@H](N(C(C1)=O)C=1C=C2C=NN(C2=CC1)CC1=CC=C(C=C1)F)C1=CC=C(C=C1)F)(C)F |r|